ClC1=NC=C2C(=N1)N(N=C2C)C2COC2 6-chloro-3-methyl-1-(oxetan-3-yl)-1H-pyrazolo[3,4-d]pyrimidine